(1S,2R)-3-((E)-2-(2-amino-3-bromoquinolin-7-yl)vinyl)-5-(4-amino-5,6-dihydro-7H-pyrrolo[2,3-d]pyrimidin-7-yl)cyclopent-3-ene-1,2-diol NC1=NC2=CC(=CC=C2C=C1Br)/C=C/C=1[C@H]([C@H](C(C1)N1CCC2=C1N=CN=C2N)O)O